C(#N)CC1=C(C#N)C=CC=C1 2-(cyanomethyl)benzonitrile